(R)-3-((4-(docosyloxy)phenyl)sulfonyl)-4-(4-(4-ethylpiperazin-1-yl)-[1,4'-bipiperidin]-1'-yl)-6-(methylsulfinyl)quinoline C(CCCCCCCCCCCCCCCCCCCCC)OC1=CC=C(C=C1)S(=O)(=O)C=1C=NC2=CC=C(C=C2C1N1CCC(CC1)N1CCC(CC1)N1CCN(CC1)CC)[S@](=O)C